4-oxo-5-(2-trimethylsilylethoxymethyl)-3H-pyrrolo[3,2-d]pyrimidine-6-carbaldehyde O=C1C2=C(N=CN1)C=C(N2COCC[Si](C)(C)C)C=O